t-butylperoxy-3,5,5-trimethylhexanate C(C)(C)(C)OOC(C(=O)[O-])C(CC(C)(C)C)C